[2-(4-formylcyclohexyl)indazol-5-yl]-5-[(1R,4R)-2-oxa-5-azabicyclo[2.2.1]heptan-5-yl]pyrazolo[1,5-a]pyrimidine-3-carboxamide C(=O)C1CCC(CC1)N1N=C2C=CC(=CC2=C1)C1=NN2C(N=C(C=C2)N2[C@H]3CO[C@@H](C2)C3)=C1C(=O)N